ClCCCCCCN(C(C1=C(C=C(C=C1)N1C(N(C(C1(C)C)=O)C1=CC(=C(C=C1)C#N)C(F)(F)F)=S)F)=O)C N-(6-chlorohexyl)-4-(3-(4-cyano-3-(trifluoromethyl)phenyl)-5,5-dimethyl-4-oxo-2-thioxoimidazolidin-1-yl)-2-fluoro-N-methylbenzamide